CCC(=O)N(C1CCN(CC1)C[C@H](C2=CC=CS2)O)C3=CC=CC=C3 N-{1-[2-hydroxy-2-(thiophen-2-yl)ethyl]piperidin-4-yl}-N-phenylpropanamide